C1NCC12CCN(CC2)C2=NC(=NC=C2)C2=CN=C1N2C=C(N=C1)C(F)(F)F 3-(4-(2,7-diazaspiro[3.5]nonan-7-yl)pyrimidin-2-yl)-6-(trifluoromethyl)imidazo[1,2-a]pyrazine